NC1CCN(CC1)C1=C(C(=CC=2C(=NOC21)C)F)C=2C=NNC2 7-(4-aminopiperidin-1-yl)-4-(5-fluoro-3-methylbenzo[d]isoxazol-6-yl)-1H-pyrazole